FC(C(=O)[O-])(F)F.FC1(C[NH+](CC(C1)N(S(N)(=O)=O)C=1C=NN(C1)C)C)F 3,3-Difluoro-1-methyl-5-[(1-methyl-1H-pyrazol-4-yl)(sulfamoyl)-amino]-piperidin-1-ium trifluoroacetate